[N-]=C=S.C[C@@H](CC1=C(C=CC=C1)C=1C(=CC=CC1)C1=CC=CC=C1)CCC |r| dl-(+-)-beta-methylpentyl-terphenyl isothiocyanate